N-[(2R,Z)-2-hydroxy-3-(1-piperidyl)propoxy]pyridine-3-carboximidoyl chloride O[C@@H](CON=C(C=1C=NC=CC1)Cl)CN1CCCCC1